CC(COC(C=CC)=O)C.N(=[N+]=[N-])P1(=NP(=NP(=N1)(N=[N+]=[N-])N=[N+]=[N-])(N=[N+]=[N-])N=[N+]=[N-])N=[N+]=[N-] hexaazidocyclotriphosphazene 2-methylpropyl-2-butenoate